OC=1C(=CC2=CC=CC=C2C1N=NC1=C(C(=CC(=C1)[N+](=O)[O-])[N+](=O)[O-])O)C(=O)NC1=CC=CC=C1 3-hydroxy-4-[(2-hydroxy-3,5-dinitrophenyl)azo]-N-phenyl-2-naphthalenecarboxamide